4-methyl-hexanoic acid CC(CCC(=O)O)CC